C(C)C=1C=NN(C1)C1(CN(C1)C=1C=2N(C=CC1)N=C(N2)NC=2C=C1CCN(CC1=CC2)C2CCOCC2)CC#N 2-[3-(4-ethylpyrazol-1-yl)-1-[2-[(2-tetrahydropyran-4-yl-3,4-dihydro-1H-isoquinolin-6-yl)amino]-[1,2,4]triazolo[1,5-a]pyridin-8-yl]azetidin-3-yl]acetonitrile